8-(O-d-Glucopyranosyloxy)-1,3,5-trihydroxy-9H-xanthen-9-one C1([C@H](O)[C@@H](O)[C@H](O)[C@H](O1)CO)OC=1C=CC(=C2OC=3C=C(C=C(C3C(C12)=O)O)O)O